C1(=CC=CC=C1)NC1CCC(CC1)N N-phenylcyclohexane-1,4-diamine